NC=1C=C(C(=C(C1)OB(O)O)F)F 5-amino-2,3-difluorophenyl-boric acid